OC=1C=C(C=CC1)C(C)=O 1-(3-hydroxyphenyl)ethan-1-one